FC(CC=1C=CC=C(C(=O)[O-])C1)(F)F 5-(2,2,2-trifluoroethyl)benzoate